NC1=C(C(=C(C=N1)C1=CC=C(C=C1)O)CC)C1=CC(=C(C=C1)F)F 4-[6-amino-5-(3,4-difluorophenyl)-4-ethyl-3-pyridyl]phenol